1,4-Dichloro-5-fluorophthalazine ClC1=NN=C(C2=C(C=CC=C12)F)Cl